S1CCCCC1 thia-cyclohexane